C1(CCCCC1)C(COC)(COC)CCC(CC)CC 2-cyclohexyl-2-(3-ethylpentyl)-1,3-dimethoxypropane